COCOCCCCCCO 6-(methoxymethoxy)-1-hexanol